(E)-3-(3-Ethoxy-4-propoxyphenyl)-1-(4-hydroxyphenyl)prop-2-en-1-one C(C)OC=1C=C(C=CC1OCCC)/C=C/C(=O)C1=CC=C(C=C1)O